5-ethyl-6-methyl-5,6-dihydro-4H-1,3,4-oxadiazine-4-amide C(C)C1N(N=COC1C)C(=O)N